O1C(=CC=C1C(=O)N)C(=O)N furan-2,5-dicarboxamide